5-chloro-N-[3-[1-(4-cyano-1-[[2-(trimethylsilyl)ethoxy]methyl]imidazol-2-yl)imidazo[1,5-a]pyridin-6-yl]-2,4-difluorophenyl]-2-methoxypyridine-3-sulfonamide ClC=1C=C(C(=NC1)OC)S(=O)(=O)NC1=C(C(=C(C=C1)F)C=1C=CC=2N(C1)C=NC2C=2N(C=C(N2)C#N)COCC[Si](C)(C)C)F